O1C=C(C(C2=CC=CC=C12)[2H])[2H] 4H-chromen-3,4-d